C1C=CC2=C3C(C4=CC=CC4=C12)=CC=C3 cyclopenta[e]-as-indacene